tert-butyl (R)-4-((1r,4R)-4-aminocyclohexyl)-3-(methoxymethyl)piperazine-1-carboxylate NC1CCC(CC1)N1[C@H](CN(CC1)C(=O)OC(C)(C)C)COC